[[2-(5-Chloro-2-hydroxy-phenyl)acetyl]amino]-N-[(3R)-3-(hydroxymethyl)tetrahydrofuran-3-yl]pyridine-2-carboxamide ClC=1C=CC(=C(C1)CC(=O)NC=1C(=NC=CC1)C(=O)N[C@@]1(COCC1)CO)O